NCCCNCCCCNCCCN 1,12-diamino-4,9-diazadodecane